(2S,3S)-1-[4,6-bis(trifluoromethyl)pyridin-2-yl]-N-(4-fluorophenyl)-3-hydroxy-N-methylpyrrolidine-2-carboxamide FC(C1=CC(=NC(=C1)C(F)(F)F)N1[C@@H]([C@H](CC1)O)C(=O)N(C)C1=CC=C(C=C1)F)(F)F